C(C1=CC=CC=C1)(C1=CC=CC=C1)N1CC(C1)C=1N=C2N(C=C(C(=C2)OC(C)C)Br)C1 2-(1-benzhydryl-azetidin-3-yl)-6-bromo-7-isopropoxy-imidazo[1,2-a]pyridine